COC1=CC=C(C=C1)N1CC1 cis-N-(4-methoxyphenyl)aziridine